FC(OC1=CC2=C(N=C(O2)C=2C(=C(C=CC2)C2=C(C(=CC=C2)C=2OC3=C(N2)CCCC3)C)C)C=C1CN1[C@@H](CCC1)C(=O)O)F ((6-(difluoromethoxy)-2-(2,2'-dimethyl-3'-(4,5,6,7-tetrahydrobenzo[d]oxazol-2-yl)-[1,1'-biphenyl]-3-yl)benzo[d]oxazol-5-yl)methyl)proline